N-(3-(6-(5-ethyl-1H-pyrazol-3-ylamino)-4-methylpyridin-2-yl)phenyl)acrylamide C(C)C1=CC(=NN1)NC1=CC(=CC(=N1)C=1C=C(C=CC1)NC(C=C)=O)C